C(C)(C)(C)C=1C=C(C=C(C1)C(C)(C)C)C1=NC(=NC(=N1)C1=CC(=CC(=C1)C(C)(C)C)C(C)(C)C)Cl 4,6-Bis(3,5-di-tert-butyl-phenyl)-2-chloro-1,3,5-triazine